C[C@@H]1[C@H](C[C@@H]([C@@H](O1)O[C@@H]2[C@H]([C@@H](O[C@@H]([C@@H]2O)CO)O[C@@H]3[C@H](O[C@H]([C@@H]([C@H]3O[C@H]4[C@H]([C@@H]([C@@H]([C@@H](O4)C)O)O)O)NC(=O)C)OC)CO)NC(=O)C)O)O The molecule is a branched amino tetrasaccharide consisting of methyl N-acetyl-beta-D-glucosaminide having an alpha-L-fucosyl residue at the 2-position and a beta-D-tyvelosyl-(1->3)-N-acetyl-beta-D-galactosaminyl group at the 3-position. It has a role as an epitope.